N-(cis-3-(2,5-difluorophenyl)-1-methyl-3-{[4-(trifluoromethyl)phenyl]sulfonyl}cyclobutyl)-1,1,1-trifluoromethanesulfonamide FC1=C(C=C(C=C1)F)C1(CC(C1)(C)NS(=O)(=O)C(F)(F)F)S(=O)(=O)C1=CC=C(C=C1)C(F)(F)F